β-aminopropionitrile phosphate salt P(=O)(O)(O)O.NCCC#N